2-(methanesulfonyl)-5-(2-(piperidin-1-yl)ethyl)aniline CS(=O)(=O)C1=C(N)C=C(C=C1)CCN1CCCCC1